N1N=CC2=CC(=CC=C12)NC1=NC=NC(=C1)NC N4-(1H-indazol-5-yl)-N6-methylpyrimidine-4,6-diamine